t-pentylphosphate C(C)(C)(CC)OP(=O)([O-])[O-]